COC([C@@H](CN[C@@H](C)C1=NC=C(N=C1)C(F)(F)F)O)=O (R)-2-hydroxy-3-(((S)-1-(5-(trifluoromethyl)pyrazin-2-yl)ethyl)Amino)propionic acid methyl ester